FC1=C(O[P@@](=O)(OC2=CC=CC=C2)NC(C(=O)[O-])C)C(=C(C(=C1F)F)F)F 2-(((S)-{perfluorophenoxy}{phenoxy}phosphoryl)amino)propanoate